2-(fluoromethyl)cyclopropane-1-carboxamide FCC1C(C1)C(=O)N